tert-butyl 2-((1s,3s)-3-hydroxy-3-methylcyclobutyl)hydrazine-1-carboxylate OC1(CC(C1)NNC(=O)OC(C)(C)C)C